(S)-6-cyano-1-(6-(3-(dimethyl-amino)azetidin-1-yl)pyridin-3-yl)-7-(2-(((3-fluoropyridin-2-yl)oxy)methyl)-2-methyl-pyrrolidin-1-yl)-4-oxo-1,4-dihydro-quinoline-3-carboxylic acid C(#N)C=1C=C2C(C(=CN(C2=CC1N1[C@](CCC1)(C)COC1=NC=CC=C1F)C=1C=NC(=CC1)N1CC(C1)N(C)C)C(=O)O)=O